2-(4-(tert-butoxy)butyl)cyclopenta-1,3-diene C(C)(C)(C)OCCCCC1=CCC=C1